N[C@H](C(=O)OC)CC1=C(NC2=CC=CC=C12)CC1=CC2=C(OCO2)C=C1 methyl (S)-2-amino-3-(2-(benzo[d][1,3]dioxol-5-ylmethyl)-1H-indol-3-yl)propanoate